tri(2-ethylhexyl) 1,2,4-benzenetricarboxylate C=1(C(=CC(=CC1)C(=O)OCC(CCCC)CC)C(=O)OCC(CCCC)CC)C(=O)OCC(CCCC)CC